N-(1-Methylpiperidin-4-yl)-7-(1H-pyrrolo[2,3-b]pyridin-3-yl)quinoxalin-2-amine CN1CCC(CC1)NC1=NC2=CC(=CC=C2N=C1)C1=CNC2=NC=CC=C21